C(C)(C)(C)N(CCN1CCNCC1)C tert-butyl-methyl(2-(piperazine-1-yl)ethyl)amine